[SiH3]NN(N)[SiH3] N,N'-disilyltriazane